CCCCCCCCC/C=C\C=C/C=C\C(=O)O (6Z,9Z,12Z)-Hexadecatrienoic acid